COC(C1=CN=CC=C1)=O Nicotinic acid methyl ester